N=1NN=NC1C1=CC(N(C=C1)C=1C=NC=CC1)=O 4-(2H-tetrazol-5-yl)-2H-[1,3'-bipyridin]-2-one